4,6-dichloro-N-(methyl-d3)pyridazine-3-carboxamide (rac)-benzyl-(2R,3R,4R)-2-(3-bromo-2-fluorobenzyl)-4-fluoro-3-hydroxypiperidine-1-carboxylate C(C1=CC=CC=C1)OC(=O)N1[C@@H]([C@H]([C@@H](CC1)F)O)CC1=C(C(=CC=C1)Br)F.ClC1=C(N=NC(=C1)Cl)C(=O)NC([2H])([2H])[2H] |r|